N-(1-bicyclo[1.1.1]pentanyl)-4-(tert-butylamino)-N-[[5-(trifluoromethyl)-2-pyridyl]methyl]imidazo[1,5-a]quinoxaline-8-carboxamide C12(CC(C1)C2)N(C(=O)C2=CC=C1N=C(C=3N(C1=C2)C=NC3)NC(C)(C)C)CC3=NC=C(C=C3)C(F)(F)F